(4S,5R,6S)-3-(((1,3,4-thiadiazol-2-yl)thio)methyl)-6-((R)-1-hydroxyethyl)-4-methyl-7-oxo-1-azabicyclo[3.2.0]hept-2-ene-2-carboxylic acid S1C(=NN=C1)SCC1=C(N2C([C@@H]([C@H]2[C@H]1C)[C@@H](C)O)=O)C(=O)O